C1(CC1)[C@@H](C)NC(=O)C1=CN=C(O1)C1=CC(=CC=C1)C1=NNC(=C1)C(NC(CC)CC)=O (R)-N-(1-Cyclopropylethyl)-2-(3-(5-(Pentan-3-Ylcarbamoyl)-1H-Pyrazol-3-yl)Phenyl)Oxazole-5-Carboxamide